Benzyl (2R,3S,5R)-2-(((4-hydroxycyclohexyl)oxy)methyl)-3-(N-(4-methoxybenzyl)methylsulfonamido)-5-methylpyrrolidine-1-carboxylate OC1CCC(CC1)OC[C@@H]1N([C@@H](C[C@@H]1N(S(=O)(=O)C)CC1=CC=C(C=C1)OC)C)C(=O)OCC1=CC=CC=C1